(4-(1H-pyrazol-1-yl)phenyl)cyclobutane-1-one N1(N=CC=C1)C1=CC=C(C=C1)C1C(CC1)=O